Ethyl 6-[4-(tert-butoxycarbonyl) piperazin-1-yl]-2-[7-fluoro-6-(methoxymethoxy)-2-methylindazol-5-yl]quinazoline-4-carboxylate C(C)(C)(C)OC(=O)N1CCN(CC1)C=1C=C2C(=NC(=NC2=CC1)C1=CC2=CN(N=C2C(=C1OCOC)F)C)C(=O)OCC